C(C=C)C1=C(C=CC=C1)C1=CC(=CC=C1)CC1N(CCC1NS(=O)(=O)CC)C(=O)NCCC=C 2-((2'-allyl-[1,1'-biphenyl]-3-yl)methyl)-N-(but-3-en-1-yl)-3-(ethylsulfonamido)-pyrrolidine-1-carboxamide